4-((2-(azetidin-1-ylmethyl)-6-fluorobenzyl)amino)-2-fluoro-N-(isoxazol-3-yl)-3-toluenesulfonamide 2,2,2-trifluoroacetate FC(C(=O)O)(F)F.N1(CCC1)CC1=C(CNC2=C(C(=C(C)C=C2)F)S(=O)(=O)NC2=NOC=C2)C(=CC=C1)F